(S)-2-hydroxy-2-methyl-4-(2,4,5-trimethyl-3,6-dioxocyclohexa-1,4-dienyl)butanamide O[C@](C(=O)N)(CCC1=C(C(C(=C(C1=O)C)C)=O)C)C